6-chloro-5-methyl-1-(tetrahydro-2H-pyran-2-yl)-1H-indazol-4-ol ClC=1C(=C(C=2C=NN(C2C1)C1OCCCC1)O)C